ClC1=CC=2C(C3=CC(=CC=C3C2C=C1)Cl)N1CCN(CC1)C(=O)C=1C=C2CN(C(C2=CC1)=O)C1C(NC(CC1)=O)=O 3-(5-(4-(2,7-dichloro-9H-fluoren-9-yl)piperazine-1-carbonyl)-1-oxoisoindolin-2-yl)piperidine-2,6-dione